C1(CC1)CN1CCC(CC1)N1CCC(CC1)C=1C=CC2=C(NC(=N2)C2=CC=C(C=C2)S(=O)(=O)C)C1F 6-(1'-(Cyclopropylmethyl)-[1,4'-bipiperidin]-4-yl)-7-fluoro-2-(4-(methylsulfonyl)phenyl)-1H-benzo[d]imidazol